2,N4-dimethyl-6-(2-tetrahydrofuranyl)-1,2,4-triazine CN1NC(=CN(C1)C)C1OCCC1